(Z)-N-[1-[(6-chloro-5-fluoro-3-pyridyl)methyl]-2-pyridylidene]-2,2,2-trifluoro-acetamide ClC1=C(C=C(C=N1)CN1\C(\C=CC=C1)=N/C(C(F)(F)F)=O)F